tri-tert-butyl (3S,10S,14R)-1-[5-(aminomethyl)pyridin-2-yl]-3-[(naphthalen-2-yl)methyl]-1,4,12-trioxo-2,5,11,13-tetraazahexadecane-10,14,16-tricarboxylate NCC=1C=CC(=NC1)C(N[C@H](C(NCCCC[C@H](NC(N[C@H](CCC(=O)OC(C)(C)C)C(=O)OC(C)(C)C)=O)C(=O)OC(C)(C)C)=O)CC1=CC2=CC=CC=C2C=C1)=O